ClC=1C=2N(C(=CC1)N[C@@H]1C[C@@H](CCC1)NC(C1=CC=C(C=C1)OC)=O)C=C(N2)C(F)(F)F N-[(1R,3S)-3-{[8-chloro-2-(trifluoromethyl)imidazo[1,2-a]pyridin-5-yl]amino}cyclohexyl]-4-methoxybenzamide